2-(5,6-dichloro-3-(1-(2-chloro-4-fluorobenzyl)piperidin-4-yl)-2-oxo-2,3-dihydro-1H-benzo[d]imidazol-1-yl)-N,N-dimethylacetamide ClC1=CC2=C(N(C(N2C2CCN(CC2)CC2=C(C=C(C=C2)F)Cl)=O)CC(=O)N(C)C)C=C1Cl